O=C1N(CC2=C(C=CC=C12)SCC1=CC=C(C=C1)CN[C@@H]1[C@@]2(CC[C@H](C1)C2(C)C)C)C2C(NC(CC2)=O)=O 3-(1-oxo-4-((4-((((1R,2S,4R)-1,7,7-trimethylbicyclo[2.2.1]heptan-2-yl)amino)methyl)benzyl)thio)isoindolin-2-yl)piperidine-2,6-dione